NC12CCC(CC1)(CC2)C(=O)N2C[C@H]1N(C=3C(=NN=C(C3)C3=C(C=CC=C3)O)NC1)CC2 (S)-(4-aminobicyclo[2.2.2]octan-1-yl)(2-(2-hydroxyphenyl)-5,6,6a,7,9,10-hexahydro-8H-pyrazino[1',2':4,5]pyrazino[2,3-c]pyridazin-8-yl)methanone